4-(5-(Cyclobutanecarboxamido)benzo[d]oxazol-2-yl)picolinic acid C1(CCC1)C(=O)NC=1C=CC2=C(N=C(O2)C2=CC(=NC=C2)C(=O)O)C1